O1C(CCCC1)N1N=CC(=C1)C=1C=C(C2=CC=CC=C2C1)C(C)NC(OC(C)(C)C)=O tert-butyl (1-(3-(1-(tetrahydro-2H-pyran-2-yl)-1H-pyrazol-4-yl) naphthalen-1-yl)ethyl)carbamate